5-(pyrrolidin-1-ylmethyl)-2-furanboronic acid N1(CCCC1)CC1=CC=C(O1)B(O)O